NC1=C(C=C(N=N1)C1=C(C=CC=C1)O)N1CC2CCC(C1)N2C2=CC(=NC=C2)C#CCN2CCC(CC2)CO 2-[6-amino-5-[8-[2-[3-[4-(hydroxymethyl)-1-piperidyl]prop-1-ynyl]-4-pyridyl]-3,8-diazabicyclo[3.2.1]octan-3-yl]pyridazin-3-yl]phenol